CC=1N=C2N(N=CC=C2C)C1C(=O)N1[C@H](C=2C(CC1)=C(N(N2)C)C2=CC(=C(C(=C2)F)F)F)C (2,8-dimethylimidazo[1,2-b]pyridazin-3-yl)-[(7S)-2,7-dimethyl-3-(3,4,5-trifluorophenyl)-5,7-dihydro-4H-pyrazolo[3,4-c]pyridin-6-yl]methanone